Nitrophenanthrolin C1=CC2=C(C3=C(C=C2)C=CC(=N3)[N+](=O)[O-])N=C1